Methyl 2-methyl-5-(3-((4-(((6-methylpyridin-3-yl)sulfonyl)methyl)phenyl)carbamoyl)phenyl)nicotinate CC1=C(C(=O)OC)C=C(C=N1)C1=CC(=CC=C1)C(NC1=CC=C(C=C1)CS(=O)(=O)C=1C=NC(=CC1)C)=O